(3-Cyclobutoxyprop-1-yn-1-yl)-7-(3,4-difluorobenzyl)-1-(3-hydroxypropyl)-3-methyl-3,7-dihydro-1H-purine-2,6-dione C1(CCC1)OCC#CC1=NC=2N(C(N(C(C2N1CC1=CC(=C(C=C1)F)F)=O)CCCO)=O)C